[5-(2-chloro-3-fluoro-phenyl)-3-(2-methylsulfanyl-ethyl)-2,4-dioxo-3,4-dihydro-2H-pyrimidin-1-yl]-methyl acetate C(C)(=O)OCN1C(N(C(C(=C1)C1=C(C(=CC=C1)F)Cl)=O)CCSC)=O